2,2'-[cyclohexane-1,4-diylbis(methyleneoxymethylene)]bisoxirane C1(CCC(CC1)COCC1OC1)COCC1OC1